methyl (R)-6-bromo-3-(2-((tert-butoxycarbonyl)amino)-3-phenylpropoxy)picolinate BrC1=CC=C(C(=N1)C(=O)OC)OC[C@@H](CC1=CC=CC=C1)NC(=O)OC(C)(C)C